tert-butyl-(7-bromo-2-thioxo-2,3,4,5-tetrahydro-1H-1-benzazepin-4-yl) carbamate C(N)(OC1CC(N(C2=C(C1)C=C(C=C2)Br)C(C)(C)C)=S)=O